C(C1=CC=CC=C1)OC[C@@H](NC(=O)C1=CC2=CC=CC(=C2C=C1)OC1=CC=C(C=C1)C(F)(F)F)C1CN(C1)C(=O)OC(C)(C)C tert-butyl 3-[(1S)-2-benzyloxy-1-[[5-[4-(trifluoromethyl)phenoxy]naphthalene-2-carbonyl]amino]ethyl]azetidine-1-carboxylate